CC1=CC=C(S1)B(O)O 5-methylthiophen-2-ylboronic acid